4-{2-(2-hexyl-2,3-dihydro-1,3-dioxo-1H-benzo[de]isoquinolin-6-yl)ethynyl}benzaldehyde C(CCCCC)N1C(C2=CC=CC=3C2=C(C1=O)C=CC3C#CC3=CC=C(C=O)C=C3)=O